COC1=C2C(C(N(C2=CC=C1)C)(C(=O)OC)CC=C(C)C)=O Methyl 4-methoxy-1-methyl-2-(3-methylbut-2-en-1-yl)-3-oxoindoline-2-carboxylate